COC=1C=C(C=CC1OC)C=1NC2=CC=C(C=C2C1C)C1CCN(CC1)C1CCN(CCC1)CC 2-(3,4-dimethoxyphenyl)-5-(1-(1-ethylazepan-4-yl)piperidin-4-yl)-3-methyl-1H-indole